(2-bromo-5-(3-(trifluoromethyl)phenoxy)phenyl)-1-methyl-5-oxopyrrolidine-2-carboxamide BrC1=C(C=C(C=C1)OC1=CC(=CC=C1)C(F)(F)F)C1(N(C(CC1)=O)C)C(=O)N